N,N-Bis(4-(dibenzo[b,d]furan-4-yl)phenyl)-[1,1':4',1''-terphenyl]-4-amin C1=CC=C(C=2OC3=C(C21)C=CC=C3)C3=CC=C(C=C3)N(C3=CC=C(C=C3)C3=CC=C(C=C3)C3=CC=CC=C3)C3=CC=C(C=C3)C3=CC=CC2=C3OC3=C2C=CC=C3